C(C1=CC=CC=C1)C(C(=O)NC=1C=NC2=C(C=CC=C2C1)C)(CC(F)(F)F)C 2-benzyl-4,4,4-tri-fluoro-2-methyl-N-(8-methyl-3-quinolyl)-butanamide